N-(1-isopropylpiperidin-4-yl)-6-methoxy-7-(3-(pyrrolidin-1-yl)propoxy)-2-(3,3,4,4-tetrafluoropyrrolidin-1-yl)quinazolin-4-amine C(C)(C)N1CCC(CC1)NC1=NC(=NC2=CC(=C(C=C12)OC)OCCCN1CCCC1)N1CC(C(C1)(F)F)(F)F